6-[(3R,5S)-3,5-dimethylpiperazin-1-yl]-8-fluoro-N-(8-fluoro-2-methyl-imidazo[1,2-a]-pyridin-6-yl)phthalazin-1-amine C[C@@H]1CN(C[C@@H](N1)C)C=1C=C2C=NN=C(C2=C(C1)F)NC=1C=C(C=2N(C1)C=C(N2)C)F